C(C)[Si]1(O[Si](O[Si](O[Si](O[Si](O[Si](O1)(CC=C)CC)(CC=C)CC)(CC=C)CC)(CC=C)CC)(CC=C)CC)CC=C hexaethyl-hexaallylcyclohexasiloxane